(2R,3R,4S,5R,6R)-2-(hydroxymethyl)-8-(naphthalen-1-yl)-4-(4-(3,4,5-trifluorophenyl)-1H-1,2,3-triazol-1-yl)-1-oxa-8-Azaspiro[5.5]undecane-3,5-diol OC[C@H]1O[C@@]2([C@@H]([C@H]([C@H]1O)N1N=NC(=C1)C1=CC(=C(C(=C1)F)F)F)O)CN(CCC2)C2=CC=CC1=CC=CC=C21